(S)-7-(6-(2-hydroxy-4-(trifluoromethyl)phenyl)-5-methyl-1,2,4-triazin-3-yl)-2,7-diazaspiro[4.4]nonan-3-one OC1=C(C=CC(=C1)C(F)(F)F)C1=C(N=C(N=N1)N1C[C@]2(CC(NC2)=O)CC1)C